FC1(C(N(CCC1)C(=O)OC(C)(C)C)=O)N1C(C2=CC=C(C=C2C1=O)F)=O tert-butyl 3-fluoro-3-(5-fluoro-1,3-dioxoisoindolin-2-yl)-2-oxopiperidine-1-carboxylate